(S)-N-(2,2-difluoro-[1,3]dioxolo[4',5':4,5]benzo[1,2-d]thiazol-6-yl)-2-((R)-3-(6-oxo-1,6-dihydropyridin-3-yl)piperidin-1-yl)propanamide FC1(OC=2C(=CC3=C(N=C(S3)NC([C@H](C)N3C[C@H](CCC3)C3=CNC(C=C3)=O)=O)C2)O1)F